Tert-Butyl 1-[1-[4-fluoro-2-(methoxycarbonyl)phenyl]ethyl]-1H,4H,5H,6H,7H-[1,2,3]triazolo[4,5-c]pyridine-5-carboxylate FC1=CC(=C(C=C1)C(C)N1N=NC=2CN(CCC21)C(=O)OC(C)(C)C)C(=O)OC